ClC1=CC=C(C=C1)C=1N=C2N(C=CC=C2)C1CN1C2CN(C(C1)CC2)C(=O)C2=CC(=CC=C2)OC (+)-(5-{[2-(4-chlorophenyl)imidazo[1,2-a]pyridin-3-yl]methyl}-2,5-diazabicyclo[2.2.2]oct-2-yl)(3-methoxyphenyl)methanone